C1(CC1)C(O)C1=CC=C(C=C1)N1CCN(CC1)C1=CC=C(C=C1)B1OC(C(O1)(C)C)(C)C cyclopropyl(4-(4-(4-(4,4,5,5-tetramethyl-1,3,2-dioxaborolan-2-yl)phenyl)piperazin-1-yl)phenyl)methanol